4-((5-(2-chloro-4-fluoro-3-hydroxyphenyl)-1,3,4-thiadiazol-2-yl)methyl)-6-(1-(2,4-difluorophenyl)-2,2,2-trifluoroethyl)-4,6-diazaspiro[2.4]heptane-5,7-dione ClC1=C(C=CC(=C1O)F)C1=NN=C(S1)CN1C2(CC2)C(N(C1=O)C(C(F)(F)F)C1=C(C=C(C=C1)F)F)=O